OC(C(=O)O)C(CC)O 2,3-Dihydroxyvaleric acid